N-((1S)-1-{[((1S)-3-hydroxy-2-oxo-1-{[(3S)-2-oxopyrrolidin-3-yl]methyl}propyl)amino]carbonyl}pentyl)-4-methoxy-1H-indole-2-carboxamide OCC([C@H](C[C@H]1C(NCC1)=O)NC(=O)[C@H](CCCC)NC(=O)C=1NC2=CC=CC(=C2C1)OC)=O